(E)-N-cyclopropyl-3-(2-(3-(2-((1,5-dimethyl-1H-pyrazol-3-yl)amino)-5-methylpyrimidin-4-yl)-1H-indol-7-yl)-1-oxoisoindolin-4-yl)acrylamide C1(CC1)NC(\C=C\C1=C2CN(C(C2=CC=C1)=O)C=1C=CC=C2C(=CNC12)C1=NC(=NC=C1C)NC1=NN(C(=C1)C)C)=O